N-(2-chloro-6-methylphenyl)-2-((6-(4-(((3-(2,4-dioxotetrahydropyrimidin-1(2H)-yl)pyridin-4-yl)methyl)(methyl)amino)piperidin-1-yl)-2-methylpyrimidin-4-yl)amino)thiazole-5-carboxamide ClC1=C(C(=CC=C1)C)NC(=O)C1=CN=C(S1)NC1=NC(=NC(=C1)N1CCC(CC1)N(C)CC1=C(C=NC=C1)N1C(NC(CC1)=O)=O)C